isobutyl p-amino-benzoate NC1=CC=C(C(=O)OCC(C)C)C=C1